(S)-N-benzyl-1-(oxetan-2-yl)methylamine C(C1=CC=CC=C1)NC[C@H]1OCC1